(R/S)-3-hydroxybutyric acid O[C@@H](CC(=O)O)C |r|